C1(CC1)COC1=CC=C(CN2N=CC(=C2)C(=O)O)C=C1 1-(4-(Cyclopropylmethoxy)benzyl)-1H-pyrazole-4-carboxylic acid